5-bromo-7-fluoro-4-(methoxymethoxy)benzofuran BrC=1C=C(C2=C(C=CO2)C1OCOC)F